(1S)-1-(3-fluoropyridin-2-yl)ethanamine hydrochloride Cl.FC=1C(=NC=CC1)[C@H](C)N